FC(C=1C(=C(C=CC1)[C@@H](C)NC1=NC(=NC2=CC(=C(C=C12)OC)C(=O)N1CCOCC1)C)F)F (R)-(4-((1-(3-(difluoromethyl)-2-fluorophenyl)ethyl)amino)-6-methoxy-2-methylquinazoline-7-yl)(morpholino)methanone